methyl-1-(2-(tert-butyldimethylsilyloxy)ethyl)-4,6,7-trifluoro-1H-indol-2-ol CC1=C(N(C2=C(C(=CC(=C12)F)F)F)CCO[Si](C)(C)C(C)(C)C)O